2-((S)-1-(4-((R)-2-(4-chloro-2-fluorophenyl)-2-methylbenzo[d][1,3]dioxolan-4-yl)-piperidin-1-yl)ethyl)-3-(((S)-oxetan-2-yl)methyl)-3H-imidazo[4,5-B]pyridine-5-carboxylic acid ClC1=CC(=C(C=C1)[C@]1(OC2=C(O1)C=CC=C2C2CCN(CC2)[C@@H](C)C2=NC=1C(=NC(=CC1)C(=O)O)N2C[C@H]2OCC2)C)F